BrC=1C(=C(OC=2C=C(C3=CC=CC=C3C2)N(C2=CC=CC=C2)C2=CC=CC=C2)C=CC1)Cl 3-(3-bromo-2-chlorophenoxy)-N,N-diphenylnaphthalene-1-amine